C(C=C)(=O)N1CC(C1)CN1C(C(N(C2=CC(=C(C=C12)Cl)C1=NC(=CC(=C1C(F)(F)F)C)N)C1=C(C=CC=C1C)C(C)C)=O)=O 1-((1-propenoylazetidin-3-yl)methyl)-6-(6-amino-4-methyl-3-(trifluoromethyl)pyridin-2-yl)-7-chloro-4-(2-isopropyl-6-methylphenyl)-1,4-dihydroquinoxaline-2,3-dione